6-Bromo-8-[(1-tert-butoxycarbonyl-4-cyano-piperidin-4-ylmethyl)-amino]-3-methyl-imidazo[1,2-a]pyrazine-2-carboxylic acid ethyl ester C(C)OC(=O)C=1N=C2N(C=C(N=C2NCC2(CCN(CC2)C(=O)OC(C)(C)C)C#N)Br)C1C